ClC1=NC=C(C(=N1)C=1N(C2=CC(=CC=C2C1)OC)C)C(F)(F)F (2-chloro-5-(trifluoromethyl)pyrimidin-4-yl)-6-methoxy-1-methyl-1H-indole